ClC=1C=C(C=CC1OC(F)F)NC1=NC=NC2=CC(=C(C=C12)OC(=O)N1CC(C1)C)OC (4-((3-chloro-4-(difluoromethoxy)phenyl)amino)-7-methoxyquinazolin-6-yl)-3-methylazetidine-1-carboxylate